COC=1C2=C(C=NC1)OC1C2CCC1C1=CC=CC=C1 4-methoxy-7-phenyl-4b,5,6,7-tetrahydro-7aH-cyclopenta[4,5]furo[2,3-c]pyridin